N-acetyl-N-(1H-inden-3-yl)methacrylamide C(C)(=O)N(C(C(=C)C)=O)C1=CCC2=CC=CC=C12